1-(2,6-dicarbonylpiperidin-3-yl)-5-fluoro-3-methyl-2-carbonyl-2,3-dihydro-1H-benzo[d]imidazole C(=O)=C1NC(CCC1N1C(N(C2=C1C=CC(=C2)F)C)=C=O)=C=O